tert-butyl 5-amino-4-(6-bromo-1-oxo-7-(((trifluoromethyl)sulfonyl) oxy)isoindolin-2-yl)-5-oxopentanoate NC(C(CCC(=O)OC(C)(C)C)N1C(C2=C(C(=CC=C2C1)Br)OS(=O)(=O)C(F)(F)F)=O)=O